1-(methylcarbamoyl)piperidine-4-carboxylic acid ethyl ester C(C)OC(=O)C1CCN(CC1)C(NC)=O